N-(4-fluoro-5-(((1r,5's)-5'-methyl-3H-spiro[furo[3,4-c]pyridin-1,3'-pyrrolidin]-1'-yl)methyl)thiazol-2-yl)acetamide FC=1N=C(SC1CN1C[C@]2(C[C@@H]1C)OCC=1C=NC=CC12)NC(C)=O